CC(C(=O)O)C.CC(=O)N(C)C dimethylacetamide (Dimethyl acetate)